C(CCCCCCCCCCCC)[SiH2]CCCCCCCCF tridecyl-fluoron-octyl-silane